NCCOC=1C=C(C(=O)NC2=CC(=NN2C)C2=CC=C(C=C2)NC(C2=C(C=CC=C2)Cl)=O)C=CC1 N-(4-(5-(3-(2-aminoethoxy)benzamido)-1-methyl-1H-pyrazol-3-yl)phenyl)-2-chloro-benzamide